Methyl 4-amino-3-(isopropylamino)-5-methoxybenzoate NC1=C(C=C(C(=O)OC)C=C1OC)NC(C)C